C(C)OC(CC1CC=C(CC1)C=1C(=NC=CC1OC)F)=O.COC1=C(C=C2C(=CC=NC2=C1)OC1=CC=C(C2=CC=CC=C12)[N+](=O)[O-])C(=O)N 7-methoxy-4-((4-nitronaphthalen-1-yl)oxy)quinoline-6-carboxamide ethyl-2-(4-(2-fluoro-4-methoxypyridin-3-yl)cyclohex-3-en-1-yl)acetate